(R)-5-{4-[(3R,4R)-3-(3,5-Dimethylpyridin-2-ylamino)-4-hydroxypyrrolidine-1-carbonyl]phenyl}-5-isopropylimidazolidine-2,4-dione CC=1C(=NC=C(C1)C)N[C@@H]1CN(C[C@H]1O)C(=O)C1=CC=C(C=C1)[C@@]1(C(NC(N1)=O)=O)C(C)C